OCC1CCN(CC1)C1=NC(=NC(=C1)N(CC=1C=NC=CC1)C)NC=1SC(=C(N1)C)C(=O)OCC 2-[[4-[4-(hydroxymethyl)-1-piperidinyl]-6-[N-methyl-N-(3-pyridylmethyl)amino]-2-pyrimidinyl]amino]-4-methyl-5-thiazolecarboxylic acid, ethyl ester